C1=CC=CC=2C3=CC=CC=C3C(C12)COC(=O)N(C(C(=O)O)CC=1C=NC=CC1C)C 2-((((9H-Fluoren-9-yl)methoxy)carbonyl)(methyl)amino)-3-(4-methylpyridin-3-yl)propanoic acid